(6-(4-(8-hydroxyoctyl)piperazin-1-yl)-1-methyl-1H-indazol-3-yl)dihydropyrimidine-2,4(1H,3H)-dione OCCCCCCCCN1CCN(CC1)C1=CC=C2C(=NN(C2=C1)C)N1C(NC(CC1)=O)=O